isopropyl 2-((5-acrylamido-4-((2-(dimethylamino)ethyl) (methyl)amino)-2-methoxyphenyl)amino)-4-(1-methyl-1H-indol-3-yl)pyrimidine-5-carboxylate hippurate C(CNC(=O)C1=CC=CC=C1)(=O)O.C(C=C)(=O)NC=1C(=CC(=C(C1)NC1=NC=C(C(=N1)C1=CN(C2=CC=CC=C12)C)C(=O)OC(C)C)OC)N(C)CCN(C)C